C(CC)(C1=CC=C(N)C=C1)C1=CC=C(N)C=C1 4,4'-propylidenedianiline